OCN(C(NN1CNCC1)=O)CO bis(hydroxymethyl)imidazolidinyl-urea